FC1=CC=C2C=C(C=C(C2=C1F)N1CC=2N=C(N=C(C2CC1)OC)OC[C@]12CCCN2C[C@@H](C1)F)OCOC 7-(7,8-difluoro-3-(methoxymethoxy)naphthalen-1-yl)-2-(((2R,7aS)-2-fluorohexahydro-1H-pyrrolizin-7a-yl)methoxy)-4-methoxy-5,6,7,8-tetrahydropyrido[3,4-d]pyrimidine